tert-Butyl (6S,7S)-6-[[3-[2-[2-[tert-butoxycarbonyl (methyl) amino]ethoxy]phenyl]-2-fluoro-phenyl]methyl]-7-(difluoromethylsulfonylamino)-5-azaspiro[2.4]heptane-5-carboxylate C(C)(C)(C)OC(=O)N(CCOC1=C(C=CC=C1)C=1C(=C(C=CC1)C[C@@H]1N(CC2(CC2)[C@@H]1NS(=O)(=O)C(F)F)C(=O)OC(C)(C)C)F)C